N,N,N',N'-tetrakis-(2-hydroxyethyl)-1,5-diaminopentane OCCN(CCCCCN(CCO)CCO)CCO